2-[3-bromo-5-(5-methoxypentanoyl)pyrazol-1-yl]ethyl methanesulfonate CS(=O)(=O)OCCN1N=C(C=C1C(CCCCOC)=O)Br